N-(6-(1H-imidazol-1-yl)hexyl)-4-((3-(2,3-difluoro-4-methoxyphenyl)imidazo[1,2-a]pyrazin-8-yl)amino)-2-ethylbenzamide N1(C=NC=C1)CCCCCCNC(C1=C(C=C(C=C1)NC=1C=2N(C=CN1)C(=CN2)C2=C(C(=C(C=C2)OC)F)F)CC)=O